[Li].FS(S(=O)(=O)F)(=O)=O Fluorodisulfone lithium